(5aR,6S,6aS)-3-((3-(2-methoxypyridin-3-yl)-1,1-dimethyl-2,3-dihydro-1H-inden-5-yl)methoxy)-5,5a,6,6a-tetrahydrocyclopropa[4,5]cyclopenta[1,2-c]pyridine-6-carboxylic acid COC1=NC=CC=C1C1CC(C2=CC=C(C=C12)COC1=CC2=C(C=N1)[C@H]1[C@@H](C2)[C@@H]1C(=O)O)(C)C